1-(2,5-Dichlorobenzyl)-7-[6-(4-methylpiperazin-1-yl)pyridin-3-yl]-1,2,3,4-tetrahydropyrido[2,3-b]pyrazine ClC1=C(CN2C3=C(NCC2)N=CC(=C3)C=3C=NC(=CC3)N3CCN(CC3)C)C=C(C=C1)Cl